C(C)(C)ONC O-isopropyl-N-methyl-hydroxylamine